NC1=C(C=CC=C1)N1CCN(C(CC1)=O)CC(C)C 1-(2-aminophenyl)-4-(2-methylpropyl)-1,4-diazepan-5-one